9,9-dimethyl-N-(3-(9-methyl-9H-fluoren-9-yl)phenyl)-9H-fluoren-4-amine CC1(C2=CC=CC=C2C=2C(=CC=CC12)NC1=CC(=CC=C1)C1(C2=CC=CC=C2C=2C=CC=CC12)C)C